(2-((7-(2-(1-aminoethyl)thiazol-4-yl)benzofuran-5-yl)methoxy)phenyl)acetic acid NC(C)C=1SC=C(N1)C1=CC(=CC=2C=COC21)COC2=C(C=CC=C2)CC(=O)O